N4-[2-(dimethylphosphoryl)-5-methylphenyl]-N2-[(3S)-piperidin-3-yl]-5-(trifluoromethyl)pyrimidin-2,4-diamine CP(=O)(C)C1=C(C=C(C=C1)C)NC1=NC(=NC=C1C(F)(F)F)N[C@@H]1CNCCC1